(3-chloro-1-cyclopentyl-1H-indazol-5-yl)-methanol ClC1=NN(C2=CC=C(C=C12)CO)C1CCCC1